2-methoxy-2-methyl-heptane COC(C)(CCCCC)C